[6,6-2H]glucose O=C[C@H](O)[C@@H](O)[C@H](O)[C@H](O)C(O)([2H])[2H]